5-(5-amino-6-fluoro-2,3-dihydrobenzofuran-7-yl)-2,3,4,7-tetrahydroazepine NC=1C(=C(C2=C(CCO2)C1)C=1CCCNCC1)F